6-(6-methylpyridazin-3-yl)oxypyrazolo[1,5-a]pyridine CC1=CC=C(N=N1)OC=1C=CC=2N(C1)N=CC2